methyl 4-(bromohexa-1,3,5-triyn-1-yl)benzoate BrC#CC#CC#CC1=CC=C(C(=O)OC)C=C1